[Zn].[Mg].[Na] sodium magnesium zinc